BrC=1C(=NC(=NC1C)N)C=1OC=CC1 5-bromo-4-(furan-2-yl)-6-methylpyrimidin-2-amine